ClC1=CC=C(C=C1)C1=CC=NC(N1[C@H](CO)C)C=1C=NC(=CC1)OC 6-(4-Chlorophenyl)-N-[(2S)-1-hydroxypropan-2-yl]-2-(6-methoxypyridin-3-yl)pyrimidin